Cl.FC=1C=C(C=CC1OC(F)(F)F)CN1[C@H](CNCC1)CN1CCS(CC1)(=O)=O 4-{[(2R)-1-{[3-Fluoro-4-(trifluoromethoxy)phenyl]methyl}piperazin-2-yl]methyl}-1λ6-thiomorpholine-1,1-dione hydrochloride